C=1N=CN2C1C1=CC=CC=C1[C@@H]2[C@H]2[C@@H](C=1N(CC2)C=NN1)O (7s,8S)-7-((S)-5H-imidazo[5,1-a]isoindol-5-yl)-5,6,7,8-tetrahydro-[1,2,4]triazolo[4,3-a]pyridin-8-ol